[Ti].C(C)OC(C(CC(CC)=O)=O)(OCC)OCC triethoxy(2,4-hexanedione) titanium